COC1(CCN(CC1)C(CC#N)=O)C=1C=C2C(=CC=NC2=CC1)N[C@H](C)C1=C(C(=CC=C1)C(F)(F)F)C (R)-3-(4-methoxy-4-(4-((1-(2-methyl-3-(trifluoromethyl)phenyl)ethyl)amino)quinolin-6-yl)piperidin-1-yl)-3-oxopropanenitrile